CC(CCCCCCCCCCCCCCCCCCCCCCl)C dimethyl-behenyl chloride